mono-tert-butoxytris(ethoxyacetoacetyl)zirconium C(C)(C)(C)O[Zr](C(CC(=O)COCC)=O)(C(CC(=O)COCC)=O)C(CC(=O)COCC)=O